methylmalyl-CoA CC(C(=O)SCCNC(CCNC([C@@H](C(COP(OP(OC[C@@H]1[C@H]([C@H]([C@@H](O1)N1C=NC=2C(N)=NC=NC12)O)OP(=O)(O)O)(=O)O)(=O)O)(C)C)O)=O)=O)(O)CC(=O)O